ClC1=C(C(=CC(=N1)NC(OC(C)(C)C)=O)F)OC(F)(F)F tert-butyl N-[6-chloro-4-fluoro-5-(trifluoromethoxy)-2-pyridyl]carbamate